3,4-dimethoxyphenylmagnesium bromide COC=1C=C(C=CC1OC)[Mg]Br